5-chloro-N2-(1-ethyl-1H-pyrazol-4-yl)-N4-((3R,6S)-6-methylpiperidin-3-yl)-7H-pyrrolo[2,3-d]pyrimidine-2,4-diamine ClC1=CNC=2N=C(N=C(C21)N[C@H]2CN[C@H](CC2)C)NC=2C=NN(C2)CC